FC=1C=C2C(=C(NC2=CC1)C(=O)OCC(C)C)C=1N=NN(C1)CC1CCN(CC1)CCNS(=O)(=O)CC1=CC=C(C=C1)C(F)(F)F isobutyl 5-fluoro-3-(1-((1-(2-(((4-(trifluoromethyl)phenyl)methyl)sulfonamido)ethyl) piperidin-4-yl)methyl)1H-1,2,3-triazol-4-yl)-1H-indole-2-carboxylate